ClC=1C=CC(=NC1)NC=1SC=C(N1)C1=C(N=CS1)C(=O)[O-] 5-[2-[(5-chloropyridin-2-yl)amino]-1,3-thiazol-4-yl]-1,3-thiazole-4-carboxylate